C(C)(C)[C@H]1CN(CCN1CC1CCOCC1)CC1=CC=2N(C=C1)N=CC2N2C(NC(CC2)=O)=O (S)-1-(5-((3-isopropyl-4-((tetrahydro-2H-pyran-4-yl)methyl)piperazin-1-yl)methyl)pyrazolo[1,5-a]pyridin-3-yl)dihydropyrimidine-2,4(1H,3H)-dione